(3-methoxypyrrolidin-3-yl)-5-(piperidin-1-ylmethyl)-5,6-dihydro-1,4,2-dioxazine COC1(CNCC1)C1=NOCC(O1)CN1CCCCC1